calcium acetate-monohydrate O.C(C)(=O)[O-].[Ca+2].C(C)(=O)[O-]